5-bromo-6-(2-vinylphenyl)pyridin-2-amine BrC=1C=CC(=NC1C1=C(C=CC=C1)C=C)N